C1(=CC=CC=C1)[C@H](CC1=NC=CC=C1)N (1S)-1-PHENYL-2-PYRIDIN-2-YLETHANAMINE